methyl 9-(3-fluoro-4-((1-(3-fluoropropyl)azetidin-3-yl)methyl)phenyl)-6,7-dihydro-5H-benzo[7]annulene-3-carboxylate FC=1C=C(C=CC1CC1CN(C1)CCCF)C1=CCCCC2=C1C=CC(=C2)C(=O)OC